C1(CC1)N1C(=NC2=C(C=C(C=C2C1=O)F)[C@H](C)OC1=C(C(=O)O)C=CC=C1)C1CCOCC1 (S)-2-(1-(3-cyclopropyl-6-fluoro-4-oxo-2-(tetrahydro-2H-pyran-4-yl)-3,4-dihydroquinazolin-8-yl)ethoxy)benzoic acid